N-(4-amino-3-methoxyphenyl)-N-methylmethanesulfonamide NC1=C(C=C(C=C1)N(S(=O)(=O)C)C)OC